OC1C(N(C(C1C1(NC2=CC=CC=C2C1=O)C=1C=C(C=CC1)C)=O)C)=O 3-Hydroxy-1-methyl-4-(3-oxo-2-(m-tolyl)indolin-2-yl)pyrrolidine-2,5-dione